CC=1C=C(CC2(CC2)NC(C[C@H]2N(CCC2)C)=O)C=CC1 (S)-N-(1-(3-methylbenzyl)cyclopropyl)-2-(1-methylpyrrolidin-2-yl)acetamide